N[C@@H]1[C@@H](CCC1)C(=O)OCC1=CC(=CC(=C1)[N+](=O)[O-])[N+](=O)[O-] 3,5-dinitrobenzyl (1R,2S)-2-aminocyclopentane-1-carboxylate